C1(=CC=CC2=CC=CC=C12)N1C2=CC=CC=C2C=2C=C(C=CC12)B(O)O 9-(1-naphthyl)9H-carbazole-3-boronic acid